NC1=NC=CC(=C1Cl)SC=1C=2N(C(=NC1C)N1CCC3(CC1)[C@@H](C1=CC=CC=C1C3)N)C=CN2 (S)-1'-(8-((2-amino-3-chloropyridin-4-yl)thio)-7-methylimidazo[1,2-c]pyrimidin-5-yl)-1,3-dihydrospiro[inden-2,4'-piperidin]-1-amine